2-(2-bromophenyl)propane BrC1=C(C=CC=C1)C(C)C